S1SSSSSSC=C1 hepta-thionine